[N+](=O)([O-])C1=CC=C(COC=2C=C3C(=CC(=NC3=CC2)C(=O)N2CCC(CC2)(C#N)C2=CC=CC=C2)C(=O)N2CCCCC2)C=C1 1-(6-((4-nitrobenzyl)oxy)-4-(piperidine-1-carbonyl)quinoline-2-carbonyl)-4-phenyl-piperidine-4-carbonitrile